ClCC([C@H](C[C@H]1C(NCC1)=O)NC(=O)[C@@H]1[C@H]2C([C@H]2CN1C(=O)OC(C)(C)C)(C)C)=O tert-butyl (1R,2S,5S)-2-({(2S)-4-chloro-3-oxo-1-[(3S)-2-oxopyrrolidin-3-yl]butan-2-yl}carbamoyl)-6,6-dimethyl-3-azabicyclo[3.1.0]hexane-3-carboxylate